Cl.Cl.FC=1C=C2CCNCC2=CC1C=1N=C2SC3=C(N2C1)C=CC(=C3)C(=O)NCCCN3CCC(CC3)F 2-(6-fluoro-1,2,3,4-tetrahydroisoquinolin-7-yl)-N-(3-(4-fluoropiperidin-1-yl)propyl)benzo[d]imidazo[2,1-b]thiazole-7-carboxamide dihydrochloride